BrC=1C=C(C=CC1)CC(C(=O)O)(C)C1CN(CC1)C(=O)OC(C)(C)C 3-(3-bromophenyl)-2-[1-tert-butoxycarbonylpyrrolidin-3-yl]-2-methyl-propionic acid